ClC1=C(C=C(C=C1)N1C(=CC=C1C)C)N1N=CC=C1 1-(2-chloro-5-(2,5-dimethyl-1H-pyrrol-1-yl)phenyl)-1H-pyrazole